3,4-Dimethoxyphenylalanine COC=1C=C(C[C@H](N)C(=O)O)C=CC1OC